C(C)(C)(C)C=1C(=CC(=C(NCC2=NC=CC(=C2)C(=O)NC2CN(C2)C(=O)OC(C)(C)C)C1)O)Cl tert-Butyl 3-((2-((5-(tert-butyl)-4-chloro-2-hydroxyanilino)methyl)pyridine-4-carbonyl)amino)azetidine-1-carboxylate